C(=O)(O)C=1C(=C(C=C(C1)O)C1=NC(NC(=N1)C1=CC(=CC(=C1)O)O)=O)O 4-(3-Carboxy-2,5-dihydroxyphenyl)-6-(3,5-dihydroxyphenyl)-1,3,5-triazin-2-one